Methyltriacetoxy-silan C[Si](OC(C)=O)(OC(C)=O)OC(C)=O